C(C)OC=1C=C2C=C(COC2=CC1)C(=O)NC 6-ethoxy-N-methyl-2H-chromen-3-carboxamide